Methyl 2,6-dimethyltridecanoate CC(C(=O)OC)CCCC(CCCCCCC)C